ClC1=C(C(=CC2=C(C=CC(=C12)Cl)Cl)Cl)Cl 1,2,3,5,8-pentachloronaphthalene